tert-butyl 2-(3-ethoxy-2,2-dimethyl-3-oxopropyl)-3-thioxohexahydroimidazo[1,5-a]pyrazine-7(1H)-carboxylate C(C)OC(C(CN1C(N2C(CN(CC2)C(=O)OC(C)(C)C)C1)=S)(C)C)=O